1-chloro-4-(2-methoxy-4-methylphenyl)-5-methylphthalazine ClC1=NN=C(C2=C(C=CC=C12)C)C1=C(C=C(C=C1)C)OC